(3-amino-6-(ethylsulfonyl)-4,5,6,7-tetrahydro-pyrazolo[3,4-c]pyridin-1-yl)(1,2,3,4-tetrahydro-quinolin-4-yl)methanone NC1=NN(C=2CN(CCC21)S(=O)(=O)CC)C(=O)C2CCNC1=CC=CC=C21